4,5-dimethoxyisatoic anhydride COC=1C=C2C(C(=O)OC(N2)=O)=CC1OC